cyclopropyltetrahydropyrrole C1(CC1)N1CCCC1